2-(3,4-dimethoxyphenyl)-7-(piperazin-1-yl)-4H-quinolizin-4-one COC=1C=C(C=CC1OC)C=1C=C2C=CC(=CN2C(C1)=O)N1CCNCC1